CNCCCC1CN(C1)C(=O)OC(C)(C)C tert-butyl 3-(3-(methylamino)propyl)azetidine-1-carboxylate